Hydroxymethyltricyclo[5.2.1.02,6]decane OCC12C3CCCC3C(CC1)C2